COC1=C(C=C(C(=O)O)C=C1)S(=O)(=O)C 4-methoxy-3-(methylsulfonyl)benzoic acid